aminotetrazole lithium salt [Li].NC1=NN=NN1